6-[(5-chloro-2-fluoro-pyrimidin-4-yl)amino]-1-methyl-3,4-dihydroquinolin-2-one ClC=1C(=NC(=NC1)F)NC=1C=C2CCC(N(C2=CC1)C)=O